ClC=1C=C(C(=C(C1)C=1C(=NN(C1)C1=CC=C(C=C1)N1CC(N(CC1)C(=O)[O-])C)C1=CC=NC=C1)F)NS(=O)(=O)N1CCCC1 4-[4-(4-{5-chloro-2-fluoro-3-[(pyrrolidine-1-sulfonyl)amino]phenyl}-3-(pyridin-4-yl)pyrazol-1-yl)phenyl]-2-methylpiperazine-1-carboxylate